BrC1=NN(C=C1)C1=C2N=CN(C2=NC(=N1)Cl)CCC1=NC=CC=C1 2-(6-(3-bromo-1H-pyrazol-1-yl)-2-chloro-9H-purin-9-yl)-1-(pyridin-2-yl)ethane